(diisopropylamino)tin C(C)(C)N(C(C)C)[Sn]